2-(mercaptomethyl)propane SCC(C)C